8-((2S,5R)-2,5-dimethyl-4-(1-(quinoxalin-6-yl)ethyl)piperazin-1-yl)-2-((dimethylamino)methyl)-5-methylimidazo[1,2-b]pyridazin-6(5H)-one C[C@@H]1N(C[C@H](N(C1)C(C)C=1C=C2N=CC=NC2=CC1)C)C=1C=2N(N(C(C1)=O)C)C=C(N2)CN(C)C